FC(OC1=CC=C(C=C1)CCC(=O)O)(F)F 3-(4-(trifluoromethoxy)phenyl)propanoic acid